CC1=CC2=C(OC3(CNS2(=O)=O)CCOCC3)N=C1OCCN1CCCCC1 8'-methyl-7'-(2-(piperidin-1-yl)ethoxy)-2,2',3,3',5,6-hexahydrospiro[pyran-4,4'-pyrido[2,3-b][1,4,5]oxathiazepine] dioxide